COC1=C(C(=CC=C1)OC)N1C(=NN=C1N1N=C(C=C1)OC)C(=O)N 4-(2,6-dimethoxyphenyl)-5-(3-methoxy-1H-pyrazol-1-yl)-4H-1,2,4-triazole-3-carboxamide